3-(4-methoxyphenyl)-1-(4-methoxy-2-(3,4,5-trimethoxyphenoxy)phenyl)prop-2-en-1-one COC1=CC=C(C=C1)C=CC(=O)C1=C(C=C(C=C1)OC)OC1=CC(=C(C(=C1)OC)OC)OC